N1(CCC1)[C@@H]1CC[C@@H]2N(C([C@H](C1)NC(=O)OC(C)(C)C)=O)[C@@H](CC2)C(=O)O (3S,6S,8R,10aS)-8-(azetidin-1-yl)-6-((tert-butoxycarbonyl)amino)-5-oxodecahydropyrrolo[1,2-a]azocine-3-carboxylic acid